6-Chloro-L-tryptophane ClC=1C=C2NC=C(C[C@H](N)C(=O)O)C2=CC1